di-propyl ether C(CC)OCCC